FC=1C=C(C=CC1C=1N=C(SC1)NC=1C=NN(C1)CCOC)N1C(OCC1)=O 3-(3-Fluoro-4-{2-[1-(2-methoxy-ethyl)-1H-pyrazol-4-ylamino]-thiazol-4-yl}-phenyl)-oxazolidin-2-one